COC1=CC=C2C(CCN(C2=C1)C(=O)OC(C)(C)C)=O tert-Butyl 7-methoxy-4-oxo-3,4-dihydroquinoline-1(2H)-carboxylate